C(C)C1=C(C(=CC2=C1N=C(O2)NC2=C(C=CC=C2)OC)O)C(=O)O.OC2=CC1=C(N=C(O1)NC1=C(C=CC=C1)OC)C=C2C(=O)OCC Ethyl 6-hydroxy-2-((2-methoxyphenyl)amino)benzo[d]oxazole-5-carboxylate (Ethyl 6-hydroxy-2-((2-methoxyphenyl)amino)benzo[d]oxazole-5-carboxylate)